(10-(5-chloro-2-((1-methyl-1H-pyrazol-5-yl)amino)pyridin-4-yl)-3-(1-(trifluoromethyl)cyclobutyl)-6,7-dihydro-5H-pyrrolo[1,2-a][1,2,4]triazolo[3,4-c][1,4]diazepin-6-yl)methanol ClC=1C(=CC(=NC1)NC1=CC=NN1C)C=1C=C2N(CC(CN3C2=NN=C3C3(CCC3)C(F)(F)F)CO)C1